cis-Benzyl (3-(hydroxymethyl)piperidin-4-yl)carbamate OC[C@@H]1CNCC[C@@H]1NC(OCC1=CC=CC=C1)=O